2-(3-phenylphenyl)ethyl methacrylate C(C(=C)C)(=O)OCCC1=CC(=CC=C1)C1=CC=CC=C1